ClC1=CC=C(C(=N1)C(=O)NS(=O)(=O)C)N[C@H](C)C=1C=C(C=C2C(N(C(=NC12)N1CCC(CC1)C1=NN(C=C1F)C1CC1)C)=O)C (R)-6-chloro-3-((1-(2-(4-(1-cyclopropyl-4-fluoro-1H-pyrazol-3-yl)piperidin-1-yl)-3,6-dimethyl-4-oxo-3,4-dihydroquinazolin-8-yl)ethyl)amino)-N-(methylsulfonyl)picolinamide